CC=1C=C(C(=O)N/N=C(\C)/C2=NC=CC=C2)C=CC1 (E)-3-methyl-N'-(1-(pyridin-2-yl)ethylidene)benzohydrazide